Tert-butyl {(3R,6S)-6-[2-(methylamino)-2-oxoethyl]tetrahydro-2H-pyran-3-yl}carbamate CNC(C[C@@H]1CC[C@H](CO1)NC(OC(C)(C)C)=O)=O